C(CCCCCCCCCCCCCCCCCCCCC)C(CCC)(N)N n-docosyl-butanediamine